Benzyl N-[(1R)-2-[2-(3-amino 3-oxo propyl) 2-(2-chloroacetyl)hydrazino]-1-(cyclopropylmethyl)-2-oxo-ethyl]carbamate NC(CCN(NC([C@@H](CC1CC1)NC(OCC1=CC=CC=C1)=O)=O)C(CCl)=O)=O